6-methylheptyl-3-((4-(methylamino)-4-oxobutyl)carbamoyl)-6,7-dihydro-[1,2,3]triazolo[1,5-a]pyrazine-5(4H)-carboxylate CC(CCCCCOC(=O)N1CC=2N(CC1)N=NC2C(NCCCC(=O)NC)=O)C